ethyl 11-(benzyloxy)-1,10-dioxo-1,3,4,5,6,10-hexahydro-2,6-ethanopyrido[1,2-a][1,4]diazocine-9-carboxylate C(C1=CC=CC=C1)OC=1C(C(=CN2C1C(N1CCCC2CC1)=O)C(=O)OCC)=O